7-[1-(1-But-2-ynoyl-4-piperidyl)-5-methyl-triazol-4-yl]-5-[(1R)-1-(5-fluoro-2-pyridyl)ethoxy]imidazo[1,2-a]pyridine-3-carbonitrile C(C#CC)(=O)N1CCC(CC1)N1N=NC(=C1C)C1=CC=2N(C(=C1)O[C@H](C)C1=NC=C(C=C1)F)C(=CN2)C#N